FC1=CC(=C(C=C1)C=1NC2=C(N1)C=CC=C2)O 2-(4-fluoro-2-hydroxyphenyl)benzimidazole